ClC=1C(=NNC1)CN1N=CC2=C(C1=O)N(C1=C2SC(=N1)CC1=NNC=C1F)C 6-((4-chloro-1H-pyrazol-3-yl)methyl)-2-((4-fluoro-1H-pyrazol-3-yl)methyl)-4-methyl-4H-thiazolo[5',4':4,5]pyrrolo[2,3-d]pyridazin-5(6H)-one